1,1-Dimethylpenten CC(=CCCC)C